COC(=O)C=1C=C2C(C(NC2=CC1)=O)(C)C 3,3-dimethyl-2-oxoindoline-5-carboxylic acid methyl ester